thorium hexaboride [B]1[B][B][B]1.[Th]